N-(1H-pyrazol-5-yl)-N-(thiophen-2-ylmethyl)-2-(p-tolyloxy)acetamide N1N=CC=C1N(C(COC1=CC=C(C=C1)C)=O)CC=1SC=CC1